tert-butyl N-[2-[(5-amino-2-chloro-4-pyridyl)amino]ethyl]carbamate NC=1C(=CC(=NC1)Cl)NCCNC(OC(C)(C)C)=O